6-((cyclopropylamino)methyl)-2-(3-((1r,3r)-3-methoxy-1-(4-methyl-4H-1,2,4-triazol-3-yl)cyclobutyl)phenyl)-4-(trifluoromethyl)isoindolin-1-one C1(CC1)NCC1=CC(=C2CN(C(C2=C1)=O)C1=CC(=CC=C1)C1(CC(C1)OC)C1=NN=CN1C)C(F)(F)F